6-(1-(6-bromo-1H-imidazo[4,5-b]pyrazin-1-yl)ethyl)quinoline BrC1=CN=C2C(=N1)N(C=N2)C(C)C=2C=C1C=CC=NC1=CC2